ClC1=C(C=CC(=C1)O)C(C(=O)OCC)=O ethyl 2-(2-chloro-4-hydroxyphenyl)-2-oxoacetate